NC1=NC=C(C(=C1)SC=1N=CC(=NC1)N1CCC2(CC1)[C@@H](C=1C(=NC=CC1)C2)N)Cl (S)-1'-(5-((2-amino-5-chloro-pyridin-4-yl)thio)pyrazin-2-yl)-5,7-dihydrospiro[cyclopenta[b]pyridine-6,4'-piperidin]-5-amine